6-(5-chlorofurfurylamino)-9-β-D-arabinofuranosylpurine ClC1=CC=C(CNC2=C3N=CN(C3=NC=N2)[C@H]2[C@@H](O)[C@H](O)[C@H](O2)CO)O1